(R)-2-(5-((2-cyclopropyl-4-((1-(3-nitro-5-(trifluoromethyl)phenyl)ethyl)amino)quinazolin-6-yl)(methyl)amino)-2-methoxypyridin-3-yl)-N,N-dimethylacetamide C1(CC1)C1=NC2=CC=C(C=C2C(=N1)N[C@H](C)C1=CC(=CC(=C1)C(F)(F)F)[N+](=O)[O-])N(C=1C=C(C(=NC1)OC)CC(=O)N(C)C)C